methyl 2-(4-methoxyphenyl)-5-{[(3R)-2-oxoazepan-3-yl]amino}[1,2,4]triazolo[1,5-c]quinazoline-10-carboxylate COC1=CC=C(C=C1)C1=NN2C(=NC=3C=CC=C(C3C2=N1)C(=O)OC)N[C@H]1C(NCCCC1)=O